CC1=CC(=C(C=C1)S(=O)(=O)O)OCC(F)(F)F 4-Methyl-2-(2,2,2-trifluoroethoxy)benzenesulfonic acid